2-amino-N-((3R,4R)-4-(4-(2-hydroxy-3-methylbenzoyl)benzamido)pyrrolidin-3-yl)pyrimidine-4-carboxamide NC1=NC=CC(=N1)C(=O)N[C@@H]1CNC[C@H]1NC(C1=CC=C(C=C1)C(C1=C(C(=CC=C1)C)O)=O)=O